ClC1=C(C=CC=C1)N1N=C(C2=C1SC(=C2)C(=O)NC2CC(C2)N2CCOCC2)C 1-(2-chlorophenyl)-3-methyl-N-((1r,3r)-3-morpholinocyclobutyl)-1H-thieno[2,3-c]pyrazole-5-carboxamide